2-(2-(cyclopropanesulfonamido)pyrimidin-4-yl)-N-(5-(6-ethoxypyrazin-2-yl)pyridin-2-yl)-2-(R)-fluorobutanamide C1(CC1)S(=O)(=O)NC1=NC=CC(=N1)[C@@](C(=O)NC1=NC=C(C=C1)C1=NC(=CN=C1)OCC)(CC)F